N-(2-hydroxypyridin-4-yl)-3-methyl-1-((tetrahydro-2H-pyran-2-yl)methyl)-4-(trifluoromethyl)-1H-pyrazole-5-carboxamide OC1=NC=CC(=C1)NC(=O)C1=C(C(=NN1CC1OCCCC1)C)C(F)(F)F